ClC1=C(OCC=2OC(=CN2)C(=O)N2CCN(CC2)CC2=NC3=C(N2C[C@H]2OCC2)C=C(C=C3)C(=O)O)C=CC(=C1)Cl 2-[(4-{2-[(2,4-dichlorophenoxy)methyl]-1,3-oxazole-5-carbonyl}piperazin-1-yl)methyl]-1-{[(2S)-oxetan-2-yl]methyl}-1H-1,3-benzodiazole-6-carboxylic acid